N1-(4-amino-1,3-dihydrofuro[3,4-c]pyridin-7-yl)-N2-(1-methyl-1H-pyrazol-4-yl)-N2-((5-(trifluoromethyl)pyridin-2-yl)methyl)oxalamide NC1=NC=C(C2=C1COC2)NC(C(=O)N(CC2=NC=C(C=C2)C(F)(F)F)C=2C=NN(C2)C)=O